2-(benzocyclobuten-4-yl)hydroquinone C1=CC2=C1C=CC(=C2)C2=C(O)C=CC(=C2)O